(S)-4-{3-[(S)-(1,3-Dimethyl-azetidin-3-yl)-hydroxy-(4-isopropyl-phenyl)-methyl]-phenyl}-2-(1-methyl-1H-pyrazol-3-yl)-but-3-yn-2-ol CN1CC(C1)(C)[C@@](C=1C=C(C=CC1)C#C[C@](C)(O)C1=NN(C=C1)C)(C1=CC=C(C=C1)C(C)C)O